2-[[(1R)-1-[2-(4-Fluorophenyl)-6-methyl-4-oxo-chromen-8-yl]ethyl]amino]benzoic acid FC1=CC=C(C=C1)C=1OC2=C(C=C(C=C2C(C1)=O)C)[C@@H](C)NC1=C(C(=O)O)C=CC=C1